(2S)-2-(7-chloro-9-(methoxycarbonyl)-1,1-dioxido-3,4-dihydro-2H-benzo[b][1,4,5]oxathiazepin-2-yl)-3-(6-fluoro-2,3-dimethylphenyl)butanoic acid ClC=1C=C(C2=C(OCCN(S2(=O)=O)[C@H](C(=O)O)C(C)C2=C(C(=CC=C2F)C)C)C1)C(=O)OC